C1(CC1)CNC=1N=CC2=C(N(C(C=3C=C(C=CC23)N2CCN(CC2)C2CC2)=O)[C@@H]2CC[C@H](CC2)O)N1 trans-3-((Cyclopropylmethyl)amino)-8-(4-cyclopropylpiperazin-1-yl)-5-(4-hydroxycyclohexyl)pyrimido[4,5-c]isoquinolin-6(5H)-one